3-chloro-6-methyl-4-methylsulfanyl-pyridazine ClC=1N=NC(=CC1SC)C